(R)-3-(tert-butyl)-N-(5-(7-(piperazin-1-yl)-9H-pyrimido[4,5-b]indol-4-yl)-2,3-dihydro-1H-inden-1-yl)-1,2,4-oxadiazole-5-carboxamide C(C)(C)(C)C1=NOC(=N1)C(=O)N[C@@H]1CCC2=CC(=CC=C12)C1=NC=NC=2NC3=CC(=CC=C3C21)N2CCNCC2